CO[Si](CCCC1NCCC1)(OC)OC 2-(3-(trimethoxysilyl)propyl)azacyclopentane